O=C1N(CC2=C(C=CC=C12)C(F)(F)F)C(=O)[O-] 1-oxo-4-(trifluoromethyl)isoindoline-2-carboxylate